CC(C)(C)[S@@](=O)/N=C/C(C)C (R)-2-methyl-N-[(1E)-2-methylpropylidene]-2-propanesulfinamide